benzyl (2R,4S)-2-hydroxy-6-azaspiro[3.5]nonane-6-carboxylate OC1CC2(C1)CN(CCC2)C(=O)OCC2=CC=CC=C2